[2-chloro-5-[4-(6-chloro-5-fluoro-indolin-1-yl)quinazolin-6-yl]-3-pyridyl]methanol ClC1=NC=C(C=C1CO)C=1C=C2C(=NC=NC2=CC1)N1CCC2=CC(=C(C=C12)Cl)F